(E)-pent-1-enyl-2-[(4S)-2,2,4-trimethylpyrrolidin-1-yl]pyridine-3-carboxamide C(=C\CCC)/C1=C(C(=NC=C1)N1C(C[C@@H](C1)C)(C)C)C(=O)N